C(\C=C\C1=CC=CC=C1)N1CCN(CC1)C(=O)C1=CC=C(C=C1)OCC [4-[(E)-Cinnamyl]piperazin-1-yl]-(4-ethoxyphenyl)methanon